C(CCCC)(=O)C1=CC=C(C=C1)NC(=O)C=1C(N(C2=CC=CC=C2C1O)CC(C)C)=O 4-hydroxy-1-isobutyl-2-oxo-1,2-dihydro-quinoline-3-carboxylic acid (4-pentanoyl-phenyl)-amide